C(C=C)(=O)C(CCC)O[Si](OCCCC)(CC)CCCO acryloylhydroxypropyl-ethyldibutoxysilane